(R)-2-(3-((4-(2-hydroxy-4-(trifluoromethyl)phenyl)-5,7-dihydrofuro[3,4-d]pyridazin-1-yl)amino)piperidin-1-yl)-1-(7-hydroxy-2-azaspiro[3.5]nonan-2-yl)ethan-1-one OC1=C(C=CC(=C1)C(F)(F)F)C=1C2=C(C(=NN1)N[C@H]1CN(CCC1)CC(=O)N1CC3(C1)CCC(CC3)O)COC2